NC1=C(C=C(C=C1)I)N1CC(CCC1)CCCNC1=CC=CC(=N1)C(=O)O 6-((3-(1-(2-amino-5-iodophenyl)piperidin-3-yl)propyl)amino)picolinic acid